(2S)-2-benzyloxy-3-octadecoxy-propan-1-ol C(C1=CC=CC=C1)O[C@@H](CO)COCCCCCCCCCCCCCCCCCC